7-amino-3-ethyl-5-((2-(1-(2-hydroxyethyl)-2-oxo-1,2-dihydropyridin-3-yl)ethyl)amino)-2-methylpyrazolo[1,5-a]pyrimidine-6-carbonitrile NC1=C(C(=NC=2N1N=C(C2CC)C)NCCC=2C(N(C=CC2)CCO)=O)C#N